1-(7-((1S,2S)-2-(2-chloro-4-fluorophenyl)-4,4-dimethylcyclohexane-1-carbonyl)-5,5-difluoro-2,7-diazaspiro[3.5]nonan-2-yl)prop-2-en-1-one ClC1=C(C=CC(=C1)F)[C@@H]1[C@H](CCC(C1)(C)C)C(=O)N1CC(C2(CN(C2)C(C=C)=O)CC1)(F)F